4-chloro-N-((1S,3R)-3-(2-(4-hydroxy-2-methylbutyl)-6-(1H-1,2,4-triazol-3-yl)-1H-imidazo[4,5-c]pyridin-1-yl)cyclohexyl)picolinamide ClC1=CC(=NC=C1)C(=O)N[C@@H]1C[C@@H](CCC1)N1C(=NC=2C=NC(=CC21)C2=NNC=N2)CC(CCO)C